CN(C)C1=CC=C(C=C1)Br 4-(N,N-dimethylamino)-bromobenzene